NC=1N=C2N(C(C1C#N)C1=CC=C(C=C1)C)C(=CS2)C2=CC=CC=C2 7-amino-3-phenyl-5-(4-methylphenyl)-5H-thiazolo[3,2-a]pyrimidine-6-carbonitrile